C1(CCCC1)CNC=1C2=C(N=C(N1)NC1=C(C=C(C=C1)C1=CC=NN1C)OC)NC=C2C#N 4-((cyclopentylmethyl)amino)-2-((2-methoxy-4-(1-methyl-1H-pyrazol-5-yl)phenyl)amino)-7H-pyrrolo[2,3-d]pyrimidine-5-carbonitrile